BrC=1C=C2CCC(C2=CC1)N1CCC(CC1)C 1-(5-bromo-2,3-dihydro-1H-inden-1-yl)-4-METHYLPIPERIDINE